C(#N)C1=CC(=CC=C1C)C 1-cyano-3,6-dimethylbenzene